COC1=CC=C(CN(S(=O)(=O)C2=NN(C=C2)C(COCC(=O)OC)(C)C)CC2=CC=C(C=C2)OC)C=C1 methyl 2-(2-(3-(N,N-bis(4-methoxybenzyl)sulfamoyl)-1H-pyrazol-1-yl)-2-methylpropoxy)acetate